FC=1C(=NC=CC1)C(C)(C)NC1=NC=C(C=N1)C=1SC=C(N1)C#N 2-(2-{[1-(3-fluoro(2-pyridyl))-isopropyl]amino}pyrimidin-5-yl)-1,3-thiazole-4-carbonitrile